(2s,4s)-4-vinylpyrrolidine-2-carboxylic acid C(=C)[C@@H]1C[C@H](NC1)C(=O)O